P(OC1=C(C=C(C=C1)C(C)(C)C)C(C)(C)C)(OC1=C(C=C(C=C1)C(C)(C)C)C(C)(C)C)OC1=C(C=C(C=C1)C(C)(C)C)C(C)(C)C tris[2,4-di-t-butylphenyl] phosphite